F[C@]1([C@H]([C@H]([C@@H](O1)N1C=CC2=C1N=CNC2=O)O)O)CO 7-((2R,3R,4S,5S)-5-fluoro-3,4-dihydroxy-5-(hydroxymethyl)tetrahydrofuran-2-yl)-3,7-dihydro-4H-pyrrolo[2,3-d]pyrimidin-4-one